(S)-4-(4-chloro-3-(1-(difluoromethyl)-1H-1,2,4-triazol-5-yl)phenyl)-2,2-dimethyloxazolidine-3-carboxylic acid tert-butyl ester C(C)(C)(C)OC(=O)N1C(OC[C@@H]1C1=CC(=C(C=C1)Cl)C1=NC=NN1C(F)F)(C)C